COCCO[C@H]1[C@@H](O[C@@H]([C@H]1O)CO)N1C(=O)NC(=O)C(=C1)C 2'-O-Methoxyethyl-5-methyluridine